(S)-tetrahydropyran-3-amine hydrochloride Cl.O1C[C@H](CCC1)N